4-((7'-((1R,3R)-3-hydroxycyclohexyl)-6'-oxo-6',7'-dihydrospiro[cyclopropane-1,5'-pyrrolo[2,3-d]pyrimidin]-2'-yl)amino)-1H-pyrazole-3-carbonitrile O[C@H]1C[C@@H](CCC1)N1C(C2(C3=C1N=C(N=C3)NC=3C(=NNC3)C#N)CC2)=O